(S)-1-((6-chloro-2-((S)-2'-oxo-5,6-dihydro-4H-spiro[benzo[d]isoxazol-7,1'-cyclohexane]-3-yl) pyrimidin-4-yloxy) ethyl) pyrrolidine-1-carboxylate N1(CCCC1)C(=O)OCCOC1=NC(=NC(=C1)Cl)C1=NOC2=C1CCC[C@]21C(CCCC1)=O